O=N[C@@H](CC1=CNC2=CC=CC=C12)C(=O)O ketotryptophan